N-[3-chloro-4-(3-piperazin-1-ylpropylcarbamoyl)phenyl]-5-[4-(cyanomethoxy)-2,3-difluoro-phenyl]-1-methyl-imidazole-2-carboxamide ClC=1C=C(C=CC1C(NCCCN1CCNCC1)=O)NC(=O)C=1N(C(=CN1)C1=C(C(=C(C=C1)OCC#N)F)F)C